S1C2=C(C=C1)C(=CC=C2)N2CCN(CC2)CCCCOC2=CC=C1C(CC(N(C1=C2)COC(C(C)N)=O)=O)(C)C 2-Amino-propionic acid 7-[4-(4-benzo[b]thiophen-4-ylpiperazin-1-yl)butoxy]-4,4-dimethyl-2-oxo-3,4-dihydro-2H-quinolin-1-ylmethyl ester